FC1=CC=C(C(=O)NC=2C=C3C(=CNC3=CC2)C2CCN(CC2)C)C=C1 4-fluoro-N-(3-(1-methyl-4-piperidinyl)-1H-indol-5-yl)benzamide